2-(2-cyclohexyl-1H-imidazol-5-yl)-5-methyl-4-oxo-4,5-dihydrofuran C1(CCCCC1)C=1NC(=CN1)C=1OC(C(C1)=O)C